FC(C(F)(F)F)(C=1N=C(C2=C(N1)N1C(C=C2)=NC(=C1)C(=O)OCC)C1=CC=C(C=C1)C)F ethyl 2-(perfluoroethyl)-4-(p-tolyl)imidazo[1',2':1,6]pyrido[2,3-d]pyrimidine-8-carboxylate